C(C1=CC=CC=C1)(=O)OC(CC)CC(CC)OC(C1=CC=CC=C1)=O 3,5-Heptanediol dibenzoate